3-ethoxy-N,N-Dimethylpropanamide C(C)OCCC(=O)N(C)C